N-(3-((7H-pyrrolo[2,3-d]pyrimidin-4-yl)amino)-4-morpholinophenyl)-2-hydroxy-2-(thiazol-2-yl)propanamide N1=CN=C(C2=C1NC=C2)NC=2C=C(C=CC2N2CCOCC2)NC(C(C)(C=2SC=CN2)O)=O